1-(4-fluorophenyl)-6-isopropoxy-2-oxo-1,2-dihydropyridine-3-carboxylic acid FC1=CC=C(C=C1)N1C(C(=CC=C1OC(C)C)C(=O)O)=O